N,N-dimethylformamide dimethyl-acetate CC(C(=O)O)C.CN(C=O)C